C1(CCCCC1)NC1CC2=C(SC(=C2)C(=O)O)CC1 5-(cyclohexylamino)-4,5,6,7-tetrahydrobenzo[b]thiophene-2-carboxylic acid